C1(CCCCC1)C(=O)[O-].[Pb+2].OCC1=C(C=CC(=C1)[N+](=O)[O-])C1=C(C=C(C=C1)[N+](=O)[O-])CO.C1(CCCCC1)C(=O)[O-] [2-[2-(hydroxymethyl)-4-nitro-phenyl]-5-nitro-phenyl]methanol lead cyclohexanoate